FC=1C=C(C=CC1)C1=NN(C2=CC(=CC=C12)C(=O)N1CCC(CC1)C1=NC2=C(N1CC1(COC1)C)C=CC=C2)C (3-(3-fluorophenyl)-1-methyl-1H-indazol-6-yl)(4-(1-((3-methyloxetan-3-yl)methyl)-1H-benzo[d]imidazol-2-yl)piperidin-1-yl)methanone